C(CCC(=O)[O-])(=O)OCCCCCCCCCCCCCC Tetradecyl Succinate